NC=1C=CC(=C(C1)N(C(CC(C(F)(F)F)C)=O)C)Cl N-(5-amino-2-chlorophenyl)-4,4,4-trifluoro-N,3-dimethylbutanamide